4-amino-N-ethyl-N-(4-ethynylbenzyl)-1-methyl-1H-pyrazolo[4,3-c][1,7]naphthyridine-8-carboxamide NC1=NC=2C=NC(=CC2C2=C1C=NN2C)C(=O)N(CC2=CC=C(C=C2)C#C)CC